1,2-bis(1-imidazolyl)ethane N1(C=NC=C1)CCN1C=NC=C1